C(C)OC(C(C1=C(C=CC(=C1)F)OCOC)N)=O 2-Amino-2-[5-fluoro-2-(methoxymethoxy)phenyl]acetic acid ethyl ester